OC(CNC1=CC=C(C=C1)C)C1=NNC(O1)=O 5-(1-hydroxy-2-p-tolylaminoethyl)-1,3,4-oxadiazol-2(3H)-one